methyl 2-({4-[2-(4-cyano-2-fluorophenyl)-2-methyl-1,3-benzodioxol-4-yl]piperidin-1-yl}methyl)-1-[(2S)-oxetan-2-ylmethyl]-1H-benzimidazole-6-carboxylate C(#N)C1=CC(=C(C=C1)C1(OC2=C(O1)C=CC=C2C2CCN(CC2)CC2=NC1=C(N2C[C@H]2OCC2)C=C(C=C1)C(=O)OC)C)F